CC(=CCC1=C2C(=CC=C1)NC=C2C[C@@H](C(=O)[O-])[NH2+]C)C The molecule is an amino acid zwitterion arising from transfer of a proton from the carboxy to the amino group of 4-(3-methylbut-2-enyl)-L-abrine. It is a tautomer of a 4-(3-methylbut-2-enyl)-L-abrine.